N-(2-fluoro-5-isocyanatophenyl)acrylamide FC1=C(C=C(C=C1)N=C=O)NC(C=C)=O